C(C=CC(=O)N)C=CC(=O)N Methylenebis-acrylamide